C(C=C)C1=C(C=CC=C1)C(=O)OC1=CC=CC=C1 allyl-(phenylcarboxyl)benzene